4-amino-N-(1-(4-chloro-2-fluorobenzoyl)-6-methylisoquinolin-5-yl)thieno[3,2-d]pyrimidine-7-carboxamide NC=1C2=C(N=CN1)C(=CS2)C(=O)NC2=C1C=CN=C(C1=CC=C2C)C(C2=C(C=C(C=C2)Cl)F)=O